N1[C@@H](CCC1)C1=NC2=C(N1)C(=CC=C2C2=CC=C(C(=O)O)C=C2)C2=CC=C(C(=O)O)C=C2 (S)-4,4'-(2-(pyrrolidin-2-yl)-1H-benzo[d]imidazole-4,7-diyl)dibenzoic acid